C1(CC1)COCC1=C(C=C(C=C1)C)[N+](=O)[O-] 1-((cyclopropylmethoxy)methyl)-4-methyl-2-nitrobenzene